BrC=1C=CC(=NC1)[C@H]1N([C@@H](CC2=CC(=CC=C12)O)C)CC(C)(C)F (1S,3R)-1-(5-bromopyridin-2-yl)-2-(2-fluoro-2-methylpropyl)-3-methyl-1,2,3,4-tetrahydroisoquinolin-6-ol